CC1=CC(=NN1)NC1=NN2C(C(=N1)NC1CC3CCC(C1)N3CCC#N)=CC=C2 3-((3-Exo)-3-((2-((5-methyl-1H-pyrazol-3-yl)amino)pyrrolo[2,1-f][1,2,4]triazin-4-yl)amino)-8-azabicyclo[3.2.1]oct-8-yl)propionitrile